BrC=1C=CC=C2C=C(C(C12)=O)C#N 7-bromocyano-indenone